NC1=C(C(N(C2=CC(=CC=C12)OC(F)(F)F)C1=CC=C(C=C1)[C@@H](C)O)=O)C(=O)OC Methyl 4-amino-1-(4-((1R)-1-hydroxyethyl)phenyl)-2-oxo-7-(trifluoromethoxy)-1,2-dihydroquinoline-3-carboxylate